(1-((6-chloro-3-((4-fluoro-1-methylpiperidin-4-yl)ethynyl)-1H-pyrazolo[4,3-c]pyridin-1-yl)methyl)cyclobutyl)methanol ClC1=CC2=C(C=N1)C(=NN2CC2(CCC2)CO)C#CC2(CCN(CC2)C)F